3-(4-Isobutyl-2-methylphenyl)propanal C(C(C)C)C1=CC(=C(C=C1)CCC=O)C